CNC(=O)C=1C=C2N=CC=NC2=CC1 N-methylquinoxaline-6-carboxamide